COC1=C2C(=NC=C1OC1=CC(=NC=C1)NC(=O)C1CC1)N=C(N2C)NC=2C(N(C=C(C2)C(F)(F)F)C)=O N-(4-((7-methoxy-1-methyl-2-((1-methyl-2-oxo-5-(trifluoromethyl)-1,2-dihydropyridin-3-yl)amino)-1H-imidazo[4,5-b]pyridin-6-yl)oxy)pyridin-2-yl)cyclopropanecarboxamide